3,3'-trisulfanediylbis(butan-2-one) S(SSC(C(C)=O)C)C(C(C)=O)C